tert-butyl ((1s,3s)-3-((5-(2-acetylhydrazine-1-carbonyl)-1-((2-(trimethylsilyl)ethoxy)methyl)-1H-pyrrolo[2,3-b]pyridin-4-yl)amino)cyclobutyl)carbamate C(C)(=O)NNC(=O)C=1C(=C2C(=NC1)N(C=C2)COCC[Si](C)(C)C)NC2CC(C2)NC(OC(C)(C)C)=O